CS(=O)(=O)O.NCCC(=O)O beta-alanine methanesulfonate